CN([C@@H](CNC(=O)C1=CC=CN2C1=NC=1C3=C(C=CC1C2=O)C=CC=C3)C)C (R)-N-(2-(dimethylamino)propyl)-7-oxo-7H-benzo[h]pyrido[2,1-b]quinazoline-12-carboxamide